COC(=O)C=1C(N(N=C(C1)C1=CC(=C(C=C1)Cl)F)C1=CC(=CC(=C1)F)F)=O 6-(4-chloro-3-fluorophenyl)-2-(3,5-difluorophenyl)-3-oxo-2,3-dihydropyridazine-4-carboxylic acid methyl ester